[Si](C)(C)(C(C)(C)C)OC=1C=CC(=NC1)NC(=O)N1CCN(CC1)C=1C=NC(=CC1)F N-[5-[(tert-butyldimethylsilyl)oxy]pyridin-2-yl]-4-(6-fluoropyridin-3-yl)piperazine-1-carboxamide